[N+](=O)([O-])C1=CC=C(OC(=O)OCC(=O)OC(C)(C)C)C=C1 tert-butyl 2-(4-nitrophenoxy)carbonyloxyacetate